OC=1C=C(C=CC1)OS(=O)(=O)OC=1C=C(OS(=O)(=O)O)C=CC1 resorcinol sulfate (3-hydroxyphenyl-bisulfate)